NC1=CC=C(C=N1)N1C[C@H](CCC1)N(CC1=CC(=NC=C1)OC)CC1=CN2C3=C(C(=C(C=C3C1=O)F)N1C(CCCC1)=O)OCC2C 6-((((S)-1-(6-aminopyridin-3-yl)piperidin-3-yl)((2-methoxypyridin-4-yl)methyl)amino)methyl)-9-fluoro-3-methyl-10-(2-oxopiperidin-1-yl)-2H-[1,4]oxazino[2,3,4-ij]quinolin-7(3H)-one